ClC1=C(N=NC(=C1)Cl)C(=O)O 4,6-dichloropyridazine-3-carboxylic acid